(E)-1-(4,4,4-trifluorobut-2-en-1-yl)-1H-pyrazole-5-carboxylic acid FC(/C=C/CN1N=CC=C1C(=O)O)(F)F